[3-(tert-butylsulfamoyl)phenyl]boronic acid C(C)(C)(C)NS(=O)(=O)C=1C=C(C=CC1)B(O)O